C(C(C)C)C1(C(=O)O)C(C(=O)O)(C=CC=C1)CC(C)C.C1CCCCC1 cyclohexane 1,2-diisobutyl-phthalate